IC1=NN(C(=C1CN(C[C@H](C)OC=1N(N=CC1C=1C=C2C(=NN(C2=CC1)C1OCCCC1)C#C[Si](C(C)C)(C(C)C)C(C)C)C)C)C)C (2S)-N-[(3-iodo-1,5-dimethyl-pyrazol-4-yl)methyl]-N-methyl-2-[2-methyl-4-[1-tetrahydropyran-2-yl-3-(2-triisopropylsilylethynyl)indazol-5-yl]pyrazol-3-yl]oxy-propan-1-amine